C(C)OC(COC1=C(C=C(C=C1)Br)C1=NOCC1OCCCC)=O 2-[4-bromo-2-(4-butoxy-4,5-dihydroisoxazol-3-yl)phenoxy]acetic acid ethyl ester